C12CN(CC2C1)C1=CC=C(C(=N1)C)CN1N=C(C(=C1)C(=O)OCC)OC ethyl 1-[(6-{3-azabicyclo[3.1.0]hex-3-yl}-2-methylpyridin-3-yl) methyl]-3-methoxy-1H-pyrazole-4-carboxylate